1-(1-(pyridin-3-yl)ethyl)-1H-pyrazol-4-ol N1=CC(=CC=C1)C(C)N1N=CC(=C1)O